FC=1C=CC(=C(C(=O)N(C)C(C)C)C1)N1C=C(C=2C1=CN=CC2)[C@@H]2CC[C@H](CC2)N2CC(CCC2)O 5-fluoro-2-(3-(trans-4-(3-hydroxypiperidin-1-yl)cyclohexyl)-1H-pyrrolo[2,3-c]pyridin-1-yl)-N-isopropyl-N-methylbenzamide